o-(3-(2-(5,6,7,8-tetrahydro-1,8-naphthyridin-2-yl)ethyl)cyclobutyl)-N-(2,4,6-trimethylnicotinoyl)homoserine N1=C(C=CC=2CCCNC12)CCC1CC(C1)C1(C(C(=O)N[C@@H](CCO)C(=O)O)C(=CC(=N1)C)C)C